COCCCOC1=C(C=NC=C1)C 4-(3-methoxypropoxy)-3-methylpyridine